(1R,3R,4R)-5,5-difluoro-2-(4-methoxy-1H-indole-2-carbonyl)-N-((S,E)-1-(2-oxodihydrofuran-3(2H)-ylidene)-3-((S)-2-oxopyrrolidin-3-yl)propan-2-yl)-2-azabicyclo[2.2.2]octane-3-carboxamide FC1([C@H]2[C@@H](N([C@@H](C1)CC2)C(=O)C=2NC1=CC=CC(=C1C2)OC)C(=O)N[C@H](/C=C\2/C(OCC2)=O)C[C@H]2C(NCC2)=O)F